[N+](=O)([O-])C1=CC2=CN(N=C2C=C1C=C)C1CCN(CC1)C(=O)OC(C)(C)C tert-butyl 4-(5-nitro-6-vinyl-indazol-2-yl)piperidine-1-carboxylate